O1C=CC2=C1C=CC=C2 benzo[2,3-D]furan